C(C)OC(CCC1=CC(=CC=C1)C(COCC(CSCC(=O)OCC)(C)C)Br)=O.FC=1C=C(/C=C/[Si](C2=CC=CC=C2)(C2=CC=CC=C2)C2=CC=CC=C2)C=CC1 (E)-(3-fluorostyryl)triphenylsilane ethyl-3-(3-(1-bromo-2-(3-((2-ethoxy-2-oxoethyl)thio)-2,2-dimethylpropoxy)ethyl)phenyl)propanoate